2-((5-bromo-2-((4-(N-(2-(2-(2-oxoethoxy)ethoxy)ethyl)sulfamoyl)phenyl)amino)pyrimidin-4-yl)amino)-6-fluorobenzamide BrC=1C(=NC(=NC1)NC1=CC=C(C=C1)S(NCCOCCOCC=O)(=O)=O)NC1=C(C(=O)N)C(=CC=C1)F